N[C@@H]1C[C@@H]([C@@H]2C[C@H]12)NC(=O)C1CN(CC12CC2)C2=C1N=CC=NC1=C(C=C2)C(F)(F)F N-[(1R,2S,4R,5S)-4-amino-2-bicyclo[3.1.0]hexanyl]-5-[8-(trifluoromethyl)quinoxalin-5-yl]-5-azaspiro[2.4]heptane-7-carboxamide